N1(CCOCC1)C1=NN2C(C(=N1)NCC(=O)NN)=NC=C2C(F)(F)F 2-{[2-(morpholin-4-yl)-7-(trifluoromethyl)imidazo[2,1-f][1,2,4]triazin-4-yl]amino}acetohydrazide